Azepine N1C=CC=CC=C1